F[C@@H]1C2CCC(C[C@@H]1N1CCC3=C1N=NC(=C3)C3=C(C=C1N=C(C=NC1=C3)C)O)N2 7-{7-[(2r,3s)-2-fluoro-8-azabicyclo[3.2.1]oct-3-yl]-6,7-dihydro-5H-pyrrolo[2,3-c]pyridazin-3-yl}-3-methylquinoxalin-6-ol